ClC1=NC=CC2=C1C(=CN2)[N+](=O)[O-] 4-Chloro-3-nitro-1H-pyrrolo[3,2-c]pyridine